(R)-benzyl 2-(((benzyloxy)carbonyl)amino)-3-(1-oxo-1,2-dihydroisoquinoline-7-carboxamido)propanoate C(C1=CC=CC=C1)OC(=O)N[C@@H](C(=O)OCC1=CC=CC=C1)CNC(=O)C1=CC=C2C=CNC(C2=C1)=O